CC1(OCC(O1)[C@@H]1SC[C@H]2OC(O[C@H]21)(C)C)C (3aR,4S,6aS)-4-(2,2-dimethyl-1,3-dioxolane-4-yl)-2,2-dimethyltetrahydrothieno[3,4-d][1,3]dioxol